2-(phenoxy)ethyl 2-methylpropanoate (phenoxyethyl isobutyrate) O(C1=CC=CC=C1)CCC(C(=O)O)(C)C.CC(C(=O)OCCOC1=CC=CC=C1)C